O=S1(C2=C(CC1)C=C(C=C2)NC(=O)[C@@H]2CC[C@H]1N2C([C@H](CCCC1)NC(=O)C1=CC2=C(S1)C=CC(=C2)C(F)(F)P(O)(O)=O)=O)=O ((2-(((3S,6S,10aS)-3-((1,1-dioxido-2,3-dihydrobenzo[b]thiophen-5-yl)carbamoyl)-5-oxodecahydropyrrolo[1,2-a]azocin-6-yl)carbamoyl)benzo[b]thiophen-5-yl)difluoromethyl)phosphonic acid